CC(=O)O[C@H]1[C@H]([C@@H]2[C@]([C@H](CCC2(C)C)O)([C@@]3([C@@]1(O[C@@](CC3=O)(C)C=C)C)O)C)O The molecule is a labdane diterpenoid isolated from the Indian Coleus plant. It has a role as a plant metabolite, an anti-HIV agent, a protein kinase A agonist, an adenylate cyclase agonist, an antihypertensive agent and a platelet aggregation inhibitor. It is a labdane diterpenoid, an acetate ester, an organic heterotricyclic compound, a triol, a cyclic ketone and a tertiary alpha-hydroxy ketone.